N-[(3r,4s)-4-hydroxytetrahydrofuran-3-yl]-2-(1-methyl-1H-pyrazol-4-yl)-3-oxo-6-[4-(trifluoromethoxy)phenyl]-2,3-dihydropyridazine-4-carboxamide O[C@H]1[C@@H](COC1)NC(=O)C=1C(N(N=C(C1)C1=CC=C(C=C1)OC(F)(F)F)C=1C=NN(C1)C)=O